C(C1=CC=CC=C1)[C@](C=O)(O)[C@](O)([C@H](O)C(O)CC1=CC=CC=C1)CC1=CC=CC=C1 2,3,5-tribenzyl-D-arabinose